N-Methyl-N-(4-phenylpyrimidin-2-yl)acetamide CN(C(C)=O)C1=NC=CC(=N1)C1=CC=CC=C1